1,1-difluoro-3-(tetrahydro-2H-pyran-4-yl)propan-2-one Sodium Dioctyl-Sulphosuccinate C(CCCCCCC)C(C(C(=O)[O-])S(=O)(=O)O)(C(=O)[O-])CCCCCCCC.[Na+].FC(C(CC1CCOCC1)=O)F.[Na+]